2-(3-methyl-8-{[(3R)-1-methylpiperidin-3-yl]amino}pyridino[2,3-d]pyridazin-5-yl)-5-(trifluoromethyl)phenol CC1=CC=2C(=C(N=NC2C2=C(C=C(C=C2)C(F)(F)F)O)N[C@H]2CN(CCC2)C)N=C1